3-(6-chloro-5-methoxy-3-(1H-pyrazol-4-yl)-1H-indol-2-yl)-1H-1,2,4-triazole-5-carboxamide ClC1=C(C=C2C(=C(NC2=C1)C1=NNC(=N1)C(=O)N)C=1C=NNC1)OC